2,4,6-tripentyl-aminobenzoic acid C(CCCC)C1=C(C(=O)O)C(=CC(=C1N)CCCCC)CCCCC